4-((7-Ethynyl-2-(4-ethynylphenyl)imidazo[1,2-a]pyridin-3-yl)amino)benzoic acid C(#C)C1=CC=2N(C=C1)C(=C(N2)C2=CC=C(C=C2)C#C)NC2=CC=C(C(=O)O)C=C2